4,6-Difluoro-1-methyl-2,3,4,9-tetrahydro-1H-pyrido[3,4-b]indole FC1CNC(C=2NC3=CC=C(C=C3C21)F)C